CC(C)C1=CC=C(C=C1)[I+]C1=CC=C(C=C1)C [4-(1-methylethyl)phenyl](4-methylphenyl)-iodonium